(1S,3aR,6aS)-2-((S)-2-((tert-butyloxycarbonyl)amino)-3,3-dimethylbutyryl)octahydrocyclopenta[c]pyrrole-1-carboxylic acid methyl ester COC(=O)[C@H]1N(C[C@H]2[C@@H]1CCC2)C([C@H](C(C)(C)C)NC(=O)OC(C)(C)C)=O